1-phenyl-3,4,6-tribenzyloxy-D-glucal C1(=CC=CC=C1)C=1O[C@@H]([C@]([C@@](C1)(O)OCC1=CC=CC=C1)(O)OCC1=CC=CC=C1)C(O)OCC1=CC=CC=C1